5-chloro-3-(2-fluoropyridin-4-yl)thieno[3,2-b]pyridine ClC1=CC=C2C(=N1)C(=CS2)C2=CC(=NC=C2)F